OCC1CC(C1)C1=CC2=C(N(C(N2C)=O)C2C(N(C(CC2)=O)CC2=CC=C(C=C2)OC)=O)C=C1 3-(5-(3-(Hydroxymethyl)cyclobutyl)-3-methyl-2-oxo-2,3-dihydro-1H-benzo[d]imidazol-1-yl)-1-(4-methoxybenzyl)piperidine-2,6-dione